CON(CCOC1=CC=C(C=N1)CO)C (6-{2-[methoxy(methyl)amino]ethoxy}pyridin-3-yl)methanol